4-(2-Chloro-3-cyanophenyl)benzoic acid ClC1=C(C=CC=C1C#N)C1=CC=C(C(=O)O)C=C1